ClC1=C(C=C(C=C1)F)C1(NC(C2=C1C(=CC1=C(N(N=C21)C)COC(F)F)C2=C(C(=O)N)C=C(C=C2C(F)(F)F)F)=O)O [6-(2-chloro-5-fluorophenyl)-3-{[(difluoromethyl)oxy]methyl}-6-hydroxy-2-methyl-8-oxo-7,8-dihydro-6H-pyrrolo[4,3-g]indazol-5-yl]-5-fluoro-3-(trifluoromethyl)benzamide